BrC=1C(=C(C=C(C1)F)N1N=C(N=C1CNC)C)F 1-(1-(3-bromo-2,5-difluorophenyl)-3-methyl-1H-1,2,4-triazol-5-yl)-N-methylmethanamine